C(C)OC(C(CCC1=CC=CC=C1)NC1=CC=C(C=C1)C)=O 4-phenyl-2-(p-tolylamino)butanoic acid ethyl ester